1-(4-iodo-2,5-dimethyl-pyrazol-3-yl)ethanone IC1=C(N(N=C1C)C)C(C)=O